N-((4-(ethylsulfonyl)morpholin-2-yl)methyl)-N-methyl-6-(1-oxa-4-azaspiro[5.5]undecan-4-yl)-2-(trifluoromethyl)pyrimidin-4-amine C(C)S(=O)(=O)N1CC(OCC1)CN(C1=NC(=NC(=C1)N1CCOC2(C1)CCCCC2)C(F)(F)F)C